C(C)(C)(C)OC(=O)N1CC(C1)N1N=NC=C1[Sn](CCCC)(CCCC)CCCC.CC=1C=C(C=CC1OC(F)(F)F)N1N=CC2=C(C=CC=C12)NC(C1=C(C=CC=C1)C(F)(F)F)=O N-{1-[3-methyl-4-(trifluoromethoxy)phenyl]-1H-indazol-4-yl}-2-(trifluoromethyl)benzamide Tert-Butyl-3-(5-(tributylstannyl)-1H-1,2,3-triazol-1-yl)azetidine-1-carboxylate